2,4-difluoro-N-(2-methoxy-5-(4-(4-methoxypiperidin-1-yl)thieno[2,3-d]pyrimidin-6-yl)pyridin-3-yl)benzenesulfonamide FC1=C(C=CC(=C1)F)S(=O)(=O)NC=1C(=NC=C(C1)C1=CC2=C(N=CN=C2N2CCC(CC2)OC)S1)OC